4-Amino-1-(4-(2-ethoxyethoxy)phenyl)-2-oxo-7-(trifluoromethyl)-1,2-dihydroquinoline-3-carboxylic acid methyl ester COC(=O)C=1C(N(C2=CC(=CC=C2C1N)C(F)(F)F)C1=CC=C(C=C1)OCCOCC)=O